OC1(COC1)C1=CC=C(C(=O)N2CC(C(CC2)OC2=CC=C(C=C2)C(F)(F)F)C#N)C=C1 1-(4-(3-hydroxyoxetan-3-yl)benzoyl)-4-(4-(trifluoromethyl)phenoxy)piperidine-3-carbonitrile